C(CCCCCCCCCCC)SC(=S)C(C(=O)[O-])(C)C 2-(dodecylthiocarbothioyl)-2-methylpropionate